ClC1=CC=C2C(=CNC2=C1)C(=O)NC1=NC(=CC=C1)C1=NN=CN1C(C)C 6-chloro-N-(6-(4-isopropyl-4H-1,2,4-triazol-3-yl)pyridin-2-yl)-1H-indole-3-carboxamide